9,9-bis[4-(2-hydroxy-ethoxy)-3-methylphenyl]fluorene OCCOC1=C(C=C(C=C1)C1(C2=CC=CC=C2C=2C=CC=CC12)C1=CC(=C(C=C1)OCCO)C)C